N=[S@](=O)(C1=CC=C(C=C1)CC=1C(=NC=2N(C1N1CCCCC1)N=CN2)C)C (R)-imino(methyl)(4-((5-methyl-7-(piperidin-1-yl)[1,2,4]triazolo[1,5-a]pyrimidin-6-yl)methyl)phenyl)-λ6-sulfanone